ClC1=C(C(=C(C(=N1)C(=O)NC=1C=C2C(=NN(C2=CC1)C1OCCCC1)C(F)F)C)C)C#N 6-chloro-5-cyano-N-(3-(difluoromethyl)-1-(tetrahydro-2H-pyran-2-yl)-1H-indazol-5-yl)-3,4-dimethylpicolinamide